FC1=C(C=CC(=C1)OC1=C(C=CC=C1)F)C=O (2-fluoro-4-(2-fluorophenoxy)phenyl)methanone